C(CC(CCN)N)N 1,3,5-Pentanetriamine